C(C#C)N=C=NC1=CC=C(C=C1)C N-propargyl-N'-p-tolylcarbodiimide